BrC1=CC=C(C=C1)C1=C(C(=NC(=C1)C1=CC=C(C=C1)C)N)C#N 4-(4-bromophenyl)-6-(4-methylphenyl)-2-amino-3-cyanopyridine